COC1=NC2=CC=C(C=C2N=C1)C(C)=O (2-methoxy-quinoxalin-6-yl)ethan-1-one